tert-butyl (R)-8-((6-((5-(difluoromethoxy)-1H-pyrazol-3-yl)amino)pyrazin-2-yl)oxy)-5-azaspiro[2.5]octane-5-carboxylate FC(OC1=CC(=NN1)NC1=CN=CC(=N1)O[C@@H]1CCN(CC12CC2)C(=O)OC(C)(C)C)F